decyl-hexaethylene glycol C(CCCCCCCCC)C(COCCOCCOCCOCCOCCO)O